C[Si](C(CCCCCCCN(CC)CC)[SiH2]CNCCC[Si](OCC)(OCC)OCC)(OC)OC 1-methyldimethoxysilyl-8-(diethylamino)(triethoxysilylpropylamino)methylsilyloctane